CC(C1=CC=CC=C1)(C)C=1C(=C(C=CC1)NC1=CC=CC=C1)C(C1=CC=CC=C1)(C)C bis(alpha,alpha'-dimethylbenzyl)diphenylamine